7-Bromo-1-naphthoic acid BrC1=CC=C2C=CC=C(C2=C1)C(=O)O